3-(trifluoromethyl)benzyl bromide FC(C=1C=C(CBr)C=CC1)(F)F